C1(CC1)N1CC(C1)C(=O)NC=1N=CC2=CC=C(C=C2C1)C=1C=NN(C1)C 1-cyclopropyl-N-(6-(1-methyl-1H-pyrazol-4-yl)isoquinolin-3-yl)azetidine-3-carboxamide